N1N=C(C=C1)B1OC(C)(C)C(C)(C)O1 1H-pyrazole-boronic acid pinacol ester